NCCNS(=O)(=O)C=1C=CC(=C2C=CN=CC12)Cl N-(2-aminoethyl)-5-chloroisoquinoline-8-sulfonamide